BrC(C)C1=CC(=NC(=N1)N1N=C(C=C1C)C)NC1CCC(CC1)(F)F 6-(1-bromoethyl)-N-(4,4-difluorocyclohexyl)-2-(3,5-dimethyl-1H-pyrazol-1-yl)pyrimidin-4-amine